FC(C=1SC(=C(N1)C)C1=NC(=NC=C1F)NC1CCN(CC1)S(=O)(=O)C)F 4-[2-(difluoromethyl)-4-methyl-thiazol-5-yl]-5-fluoro-N-(1-methylsulfonyl-4-piperidyl)pyrimidin-2-amine